N[C@@H](C)C(=O)[O-] Alaninate